(S)-(1-cyano-2-(4-iodophenyl)ethyl)carbamic acid tert-butyl ester C(C)(C)(C)OC(N[C@@H](CC1=CC=C(C=C1)I)C#N)=O